N-[2-[2-(aminomethyl)pyrrolidin-1-yl]-2-oxo-ethyl]-4-[[3-[1-(2,2-difluoroethyl)-3-(trifluoromethyl)pyrazol-4-yl]imidazo[1,2-a]pyrazin-8-yl]amino]-2-ethyl-benzamide NCC1N(CCC1)C(CNC(C1=C(C=C(C=C1)NC=1C=2N(C=CN1)C(=CN2)C=2C(=NN(C2)CC(F)F)C(F)(F)F)CC)=O)=O